C(C)OC([C@@H](N)CCCCN)=O L-Lysine ethyl ester